CC1=C(C=CC2=C1NC(O2)=O)C#CC2=NC=CC1=CN=C(C=C21)NC2=CC=C(C=C2)S(=O)(=O)C 4-methyl-5-((7-((4-(methylsulfonyl)phenyl)amino)-2,6-naphthyridin-1-yl)ethynyl)benzo[d]oxazol-2(3H)-one